5-Fluoro-7-((trans-4-morpholinocyclohexyl)amino)-2-(((tetrahydro-2H-pyran-4-yl)thio)methyl)quinazolin-4(3H)-one FC1=C2C(NC(=NC2=CC(=C1)N[C@@H]1CC[C@H](CC1)N1CCOCC1)CSC1CCOCC1)=O